C(N)(=O)C=1C(=NNC1NC1=CC(=NC=C1)OCCCCC(=O)O)C1=CC=C(C=C1)NS(=O)(=O)CC(F)(F)F 5-{[4-({4-Carbamoyl-3-[4-(2,2,2-trifluoroethanesulfonamido)phenyl]-1H-pyrazol-5-yl}amino)pyridin-2-yl]oxy}pentanoic acid